oxazine-d5 tert-Butyl-N-amino-N-[3-[1,3-benzodioxol-5-yl(methyl)sulfamoyl]phenyl]carbamate C(C)(C)(C)OC(N(C1=CC(=CC=C1)S(N(C)C1=CC2=C(OCO2)C=C1)(=O)=O)N)=O.O1N(C(C(C=C1)([2H])[2H])([2H])[2H])[2H]